N-Boc-3-amino-9,13b-dihydro-1H-dibenzo[c,f]imidazo[1,5-a]azepine C(=O)(OC(C)(C)C)N1C(N2C(C3=C(CC4=C2C=CC=C4)C=CC=C3)C1)N